(1R,2S)-5'-methoxy-2-(3-{[2-methoxy-6-(morpholine-4-carbonyl)pyridin-3-yl]amino}-1H-indazol-6-yl)spiro[cyclopropane-1,3'-indol]-2'(1'H)-one COC=1C=C2[C@]3(C(NC2=CC1)=O)[C@@H](C3)C3=CC=C1C(=NNC1=C3)NC=3C(=NC(=CC3)C(=O)N3CCOCC3)OC